(1-Cyclopropylethyl)-3-methylbenzofuran-2(3H)-one C1(CC1)C(C)C1(C(OC2=C1C=CC=C2)=O)C